{3-[5-(2-chloropyrimidin-4-yl)-1,3-thiazol-4-yl]-2-fluorophenyl} carbamate C(N)(OC1=C(C(=CC=C1)C=1N=CSC1C1=NC(=NC=C1)Cl)F)=O